6-(2-Cyclopropylethynyl)-1,3-benzodioxole-5-carbaldehyde C1(CC1)C#CC=1C(=CC2=C(OCO2)C1)C=O